CN1N=C(C=C1)/C(=C\C)/S(=O)(=O)C1=CC=CC=C1 (E)-1-methyl-3-(1-(phenylsulfonyl)prop-1-en-1-yl)-1H-pyrazole